FC=1C=C(C=C(C1C=1C=C2C(=CN1)NN=C2C=2C=NN(C2)C)C)C2NCCOC2 3-(3-fluoro-5-methyl-4-(3-(1-methyl-1H-pyrazol-4-yl)-1H-pyrazolo[3,4-c]pyridin-5-yl)phenyl)morpholine